C(CC)(=O)OCC1=CC=C(O1)C(=O)OC(C)C isopropyl 5-((propionyloxy)methyl)furan-2-carboxylate